FC(C1=NC=CC(=C1)C1=NOC(=C1)[C@@H](C)N)(F)F (1R)-1-[3-[2-(trifluoromethyl)-4-pyridinyl]isoxazol-5-yl]ethanamine